C[Si]1(O[Si](O[Si](O[Si](O[Si](O1)(C)C)(C)C)(C)C)(C)C)C decamethyl-cyclopenta-siloxane